COC=1C=C(C=C(C1OC)OC)\C=C/C1=CC=C(C=C1)Br (Z)-3,4,5-Trimethoxy-4'-bromostilbene